tert-butyl N-[1'-[7-(2,3-difluorophenyl)-6-methyl-pyrazolo[1,5-a]pyrazin-4-yl]-2-methoxy-spiro[5,7-dihydrocyclopenta[b]pyridine-6,4'-piperidine]-7-yl]carbamate FC1=C(C=CC=C1F)C1=C(N=C(C=2N1N=CC2)N2CCC1(CC2)CC=2C(=NC(=CC2)OC)C1NC(OC(C)(C)C)=O)C